N1=C(C=CC=C1)C1SC=CC=C1 pyridylthiainine